O1N=C(CC12CCNCC2)C[C@@H]2[C@@H]([C@H]([C@H]([C@H](O2)CO)O)N2N=NC(=C2)C2=CC(=C(C(=C2)F)F)F)OC (2R,3R,4S,5R,6R)-6-((1-oxa-2,8-diazaspiro[4.5]dec-2-en-3-yl)methyl)-2-(hydroxymethyl)-5-methoxy-4-(4-(3,4,5-trifluorophenyl)-1H-1,2,3-triazol-1-yl)tetrahydro-2H-pyran-3-ol